4-[2-[2-[6-[2-(2-Aminoethoxy)ethyl]-2,6-diazaspiro[3.3]heptan-2-yl]ethoxy]ethylamino]-2-(2,6-dioxo-3-piperidyl)isoindoline-1,3-dione NCCOCCN1CC2(CN(C2)CCOCCNC2=C3C(N(C(C3=CC=C2)=O)C2C(NC(CC2)=O)=O)=O)C1